2-bromo-4-(1-(3,5-difluorophenyl)vinyl)-1-fluorobenzene-6-d argon [Ar].BrC1=C(C(=CC(=C1)C(=C)C1=CC(=CC(=C1)F)F)[2H])F